(3R,5S)-N-[6,7-dimethoxy-1H,2H,3H-cyclopenta[b]quinolin-9-yl]-5-methylpiperidin-3-amine COC=1C(=CC=2C(=C3C(=NC2C1)CCC3)N[C@H]3CNC[C@H](C3)C)OC